ClC1=NC(=CC(=C1)C1(CC(C1)CC#N)C1=NN=CN1C)Cl 2-(3-(2,6-dichloropyridin-4-yl)-3-(4-methyl-4H-1,2,4-triazol-3-yl)cyclobutyl)acetonitrile